C1=CC=C2C(=C1)C(=O)NN2 3-indazolinone